2-Tert-butyl N-(cyclopropylmethyl)-N-[4-[4-[[3-(difluoromethyl)-1-[4-[methyl-[2-(2-oxoethoxy)ethyl]carbamoyl]cyclohexyl]pyrazol-4-yl]carbamoyl]oxazol-2-yl]-2-pyridyl]carbamate C1(CC1)CN(C(OC(C)(C)C)=O)C1=NC=CC(=C1)C=1OC=C(N1)C(NC=1C(=NN(C1)C1CCC(CC1)C(N(CCOCC=O)C)=O)C(F)F)=O